N-[4-amino-1-(2-trimethylsilylethoxymethyl)pyrazolo[4,3-c]pyridin-7-yl]-N'-[(2-chlorophenyl)methyl]-N'-[(5-fluoro-2-pyridyl)methyl]oxamide Copper [Cu].NC1=NC=C(C2=C1C=NN2COCC[Si](C)(C)C)NC(=O)C(=O)N(CC2=NC=C(C=C2)F)CC2=C(C=CC=C2)Cl